sulfonyl acetyl peroxide CC(=O)OOS(=O)(=O)OOC(=O)C